C(C)OC(=O)C12C(CC(CC1)(CC2)N)=O.C2(CCCCC2)OC(CCC)N2N=NC=C2 1-(1-cyclohexyloxybutyl)triazole Ethyl-4-amino-2-oxobicyclo[2.2.2]octane-1-carboxylate